O=P1(N(P(=NPN1CC1CO1)(CC1CO1)CC1CO1)CC1CO1)CC1CO1 4-oxo-pentaglycidyl-cyclotriphosphazene